N6-methyl-N6-threonylcarbamoyl-adenosine tert-butyl-3-(((((di-tert-butoxyphosphoryl)oxy)methoxy)carbonyl)(2-(methylamino)ethyl)amino)propanoate C(C)(C)(C)C(C(=O)OC[C@@H]1[C@H]([C@H]([C@@H](O1)N1C=NC=2C(N(C(NC([C@@H](N)[C@H](O)C)=O)=O)C)=NC=NC12)O)O)CN(CCNC)C(=O)OCOP(=O)(OC(C)(C)C)OC(C)(C)C